C(C)(C)(C)OC(=O)N1CC2=C(C=C(C=C2CC1)CN1CCN(CC1)C)Br 8-bromo-6-((4-methylpiperazin-1-yl)methyl)-3,4-dihydroisoquinoline-2(1H)-carboxylic acid tert-butyl ester